OC(CN1NCC2=CC=CC=C12)CO 1-(2,3-dihydroxypropyl)-2H-indazol